5-[6-[4-[(2-chloropyrimidin-5-yl)methyl]piperazin-1-yl]-2-ethyl-3-pyridinyl]-1,3-dimethyl-pyridin-2-one ClC1=NC=C(C=N1)CN1CCN(CC1)C1=CC=C(C(=N1)CC)C=1C=C(C(N(C1)C)=O)C